3,5-dimethylphenylchloride CC=1C=C(C=C(C1)C)Cl